N,N'-dithiodi-o-phenylenedibenzamide C1(=C(C=CC=C1)NC(C1=CC=CC=C1)=O)SSC1=C(C=CC=C1)NC(C1=CC=CC=C1)=O